C(CCCCCCCCCCCCCCCCCCCCCCCCCCCCCCCCCCCCCCC)(=O)OCCCCCCCCCCCCCCCCCCCCCCCCCCCCC nonacosan-1-yl tetracontanoate